NCC[C@H](CN1CC2(CC2C1)C1=NC(=CC=C1)C(F)(F)F)O (2R)-4-Amino-1-(1-(6-(trifluoromethyl)pyridin-2-yl)-3-azabicyclo[3.1.0]hexan-3-yl)butan-2-ol